[Al].[Ag] silver-aluminum